CN1C(CC(CC1(C)C)OC(=O)CC(C(CC(=O)O)(C(=O)O)CCCCCCCCCCCCC)(C(=O)OC1CC(N(C(C1)(C)C)C)(C)C)CCCCCCCCCCCCC)(C)C bis(tridecyl)-1,2,3,4-butanetetracarboxylic acid bis(1,2,2,6,6-pentamethyl-4-piperidyl) ester